CC(C(=O)OC)(C)C1=CC=C(C=C1)NS(=O)(=O)C methyl 2-methyl-2-(4-(methylsulfonamido)phenyl)propanoate